N-(4-{[5-methoxy-7-(2-methoxyethoxy)quinazolin-4-yl]amino}phenyl)-2-[4-(propan-2-yl)-1H-1,2,3-triazol-1-yl]acetamide COC1=C2C(=NC=NC2=CC(=C1)OCCOC)NC1=CC=C(C=C1)NC(CN1N=NC(=C1)C(C)C)=O